N-(naphthalen-2-yl)dibenzofuran-3-amine C1=C(C=CC2=CC=CC=C12)NC=1C=CC2=C(OC3=C2C=CC=C3)C1